BrC1=C(C=C(C(=N1)NC(=O)C1NC2CC2(C1)C)C)F N-(6-bromo-5-fluoro-3-methylpyridin-2-yl)-5-methyl-2-azabicyclo[3.1.0]hexane-3-carboxamide